4,6-dihydroxycoumarin OC1=CC(OC2=CC=C(C=C12)O)=O